C1CCC2=C(C=3CCCC3C=C12)NC(=O)N=[S@](=O)(N)C=1C=NN2C1OC[C@@H]2COC (R,3S)-N'-((1,2,3,5,6,7-hexahydro-s-indacen-4-yl)carbamoyl)-3-(methoxymethyl)-2,3-dihydropyrazolo[5,1-b]oxazole-7-sulfonimidamide